CS(=O)(=O)C1=CC=C(C2=C1C1(CC1)CO2)NCC#CC2=CN(C=1C=CC=C(C21)N)CC(F)(F)F 3-(((4-(methylsulfonyl)-2H-spiro[benzofuran-3,1'-cyclopropane]-7-yl)amino)prop-1-yn-1-yl)-1-(2,2,2-trifluoroethyl)-1H-indol-4-amine